6-(cyclopropanecarboxamido)-4-((2,6-dimethyl-1-oxo-1,2,5,6-tetrahydropyridazino[4,5-c]quinolin-7-yl)amino)-N-(methyl-d3)nicotinamide C1(CC1)C(=O)NC1=NC=C(C(=O)NC([2H])([2H])[2H])C(=C1)NC1=CC=CC=2C3=C(CN(C12)C)C=NN(C3=O)C